1,3-divinylcyclopentane C(=C)C1CC(CC1)C=C